2,6-dimethyl-N-methylbenzylamine CC1=C(CNC)C(=CC=C1)C